ClC=1C=C(C=CC1)N1N=C(C=C1C1C(C1)C(=O)NC1=CC=CC=2NC(NC21)=O)C(C)C 2-(1-(3-chlorophenyl)-3-isopropyl-1H-pyrazol-5-yl)-N-(2-oxo-2,3-dihydro-1H-benzo[d]imidazol-4-yl)cyclopropane-1-carboxamide